2,5-diperoxylnonanoate O(O)C(C(=O)[O-])CCC(CCCC)OO